CC1=NN=NN1C=1C=C(N)C=CC1 3-(5-methyl-1H-tetrazol-1-yl)aniline